Cl.FC(OC1=CC=C(NCC)C=C1)F 4-(difluoromethoxy)-N-ethylaniline hydrochloride